3-[4-[4-[1-(6-bromo-3-pyridinyl)-4-piperidinyl]-1-piperidinyl]phenyl]-1-[(4-methoxyphenyl)methyl]piperidine-2,6-dione BrC1=CC=C(C=N1)N1CCC(CC1)C1CCN(CC1)C1=CC=C(C=C1)C1C(N(C(CC1)=O)CC1=CC=C(C=C1)OC)=O